ClC=1C=C(C=CC1F)NC1=NC=CC2=C(C=C(C=C12)NC(CCCN1CCCCC1)=O)F N-(1-((3-chloro-4-fluorophenyl)amino)-5-fluoroisoquinolin-7-yl)-4-(piperidin-1-yl)butanamide